triphenyl-sulfonium Acetate C(C)(=O)[O-].C1(=CC=CC=C1)[S+](C1=CC=CC=C1)C1=CC=CC=C1